6-(2-allyl-6-((4-(4-(dimethylamino)piperidin-1-yl)-3-methoxyphenyl)amino)-3-oxo-2,3-dihydro-1H-pyrazolo[3,4-d]pyrimidin-1-yl)pyridin-2-sulfonamide C(C=C)N1N(C2=NC(=NC=C2C1=O)NC1=CC(=C(C=C1)N1CCC(CC1)N(C)C)OC)C1=CC=CC(=N1)S(=O)(=O)N